3-fluoro-4-[fluoro[4-(trifluoromethoxy)phenyl]methyl]-5-(2-oxazolyl)pyridine FC=1C=NC=C(C1C(C1=CC=C(C=C1)OC(F)(F)F)F)C=1OC=CN1